S(=O)([O-])[O-].[NH4+].[NH4+] ammonium sulfite salt